5-((4-(8-chloro-7-((2-methyl-1-((2-(trimethylsilyl)ethoxy)methyl)-1H-benzo[d]imidazol-6-yl)oxy)quinoxalin-2-yl)-1H-pyrazol-1-yl)methyl)-2-methyl-1,2-thiazinane 1,1-dioxide ClC=1C(=CC=C2N=CC(=NC12)C=1C=NN(C1)CC1CCN(S(C1)(=O)=O)C)OC=1C=CC2=C(N(C(=N2)C)COCC[Si](C)(C)C)C1